The molecule is an organophosphate oxoanion arising from deprotonation of the phospho and carboxy groups and protonation of the amino group of L-gamma-glutamyl phosphate; major species at pH 7.3. It has a role as a human metabolite and a Saccharomyces cerevisiae metabolite. It is a conjugate base of a L-gamma-glutamyl phosphate. C(CC(=O)OP(=O)([O-])[O-])[C@@H](C(=O)[O-])[NH3+]